(difluoromethyl)-7-fluoro-1H-indole FC(F)N1C=CC2=CC=CC(=C12)F